2-(2-Chloropyrimidin-4-yl)-3-nitrobenzoic acid methyl ester COC(C1=C(C(=CC=C1)[N+](=O)[O-])C1=NC(=NC=C1)Cl)=O